1-(1,1-difluoroethyl)-1-ethynyl-cyclopropane FC(C)(F)C1(CC1)C#C